(r)-(-)-2-chloropropane-1-ol Cl[C@@H](CO)C